C(C)O[Si](OCC)(OCC)CCCOCC(COCCOC(C)OCCOCC(COCCC[Si](OCC)(OCC)OCC)O)O Bis[3-(triethoxysilylpropoxy)-2-hydroxypropoxylethoxy]ethane